ClC1=C(C=C(C=C1)[C@H](NC(=O)N1[C@@H](C(NCC1)=O)C)C1=NC(=C(C=C1)F)C(F)(F)F)F |o1:7| (2R)-N-((S or R)-(4-chloro-3-fluoro-phenyl)(5-fluoro-6-(trifluoromethyl)pyridin-2-yl)methyl)-2-methyl-3-oxopiperazine-1-carboxamide